N-(8,9-difluoro-6-oxo-1,4,5,6-tetrahydro-2H-pyrano[3,4-c]isoquinolin-1-yl)-N-methyl-[1,1'-biphenyl]-3-carboxamide FC=1C(=CC=2C3=C(NC(C2C1)=O)COCC3N(C(=O)C=3C=C(C=CC3)C3=CC=CC=C3)C)F